Cl.N1=NC(=CC2=C1CCNC2)CN2C(C1=CC=CC=C1C2=O)=O 2-((5,6,7,8-tetrahydropyrido[4,3-c]pyridazin-3-yl)methyl)isoindoline-1,3-dione hydrochloride